1-(tert-butyl)2-ethyl (R)-2-(3-((tert-butyldimethylsilyl)oxy) propyl)-3-methylenepyrrolidine-1,2-dicarboxylate [Si](C)(C)(C(C)(C)C)OCCC[C@]1(N(CCC1=C)C(=O)OCCC(C)(C)C)C(=O)[O-]